6-[(3S)-3-amino-1,3-dihydrospiro[indene-2,4'-piperidin]-1'-yl]-5-(hydroxymethyl)-N-methyl-1H-pyrazolo[3,4-b]pyrazine-3-carboxamide N[C@@H]1C2=CC=CC=C2CC12CCN(CC2)C2=C(N=C1C(=N2)NN=C1C(=O)NC)CO